N1(N=CC=C1)CC1=CC=C(C=C1)CO (4-((1H-pyrazol-1-yl)methyl)phenyl)methanol